FC=1C=CC(=NC1)C(=O)C1(CC1)C(F)(F)F (5-Fluoro-2-pyridyl)-[1-(trifluoromethyl)cyclopropyl]methanone